racemic-methyl 3-((2S,2S)-2-(4,4,5,5-tetramethyl-1,3,2-dioxaborolan-2-yl)cyclopropyl)benzoate CC1(OB(OC1(C)C)[C@@H]1[C@@H](C1)C=1C=C(C(=O)OC)C=CC1)C |&1:9|